(5S)-5-(hydroxymethyl)-3-methyl-1,3-oxazolidin-2-one OC[C@@H]1CN(C(O1)=O)C